9,9-bis(6-glycidoxy-2-naphthyl)fluorene C(C1CO1)OC=1C=C2C=CC(=CC2=CC1)C1(C2=CC=CC=C2C=2C=CC=CC12)C1=CC2=CC=C(C=C2C=C1)OCC1CO1